FC(C(=O)O)(F)F.NC1=NC(=C2N=CNC2=N1)NC(C)C=1N=C2N(C(C1C1=CC(=CC(=C1)F)Cl)=O)C(=CS2)C 7-{1-[(2-amino-9H-purin-6-yl)amino]ethyl}-6-(3-chloro-5-fluorophenyl)-3-methyl-5H-[1,3]thiazolo[3,2-a]pyrimidin-5-one Trifluoroacetic Acid Salt